N(C(=N)N)[C@H]1CN(CCC1)C(=O)OC(C)(C)C tert-butyl (3R)-3-guanidinopiperidine-1-carboxylate